C(CCCOC1=CC=C2C=CC(NC2=C1)=O)OC1=CC=C2C=CC(NC2=C1)=O 7,7'-(butane-1,4-diyldioxy)bis[quinolin-2(1H)-one]